FC=1C=C2CN(CC2=CC1)C1=NC=2N(C(=C1)C=1C=NNC1)N=C(C2C(C)C)C(=O)N 5-(5-fluoroisoindolin-2-yl)-3-isopropyl-7-(1H-pyrazol-4-yl)pyrazolo[1,5-a]pyrimidine-2-carboxamide